Tert-butyl N-[2-[2-[3-[1-(2,6-dioxo-3-piperidyl)-3-methyl-2-oxo-benzimidazol-5-yl]prop-2-ynoxy]ethoxy]ethyl]carbamate O=C1NC(CCC1N1C(N(C2=C1C=CC(=C2)C#CCOCCOCCNC(OC(C)(C)C)=O)C)=O)=O